FC1=CC=CC=2N=C(OC21)C2=CC=C(C=C2)NC(=O)C2CCOCC2 N-[4-(7-Fluoro-1,3-benzoxazol-2-yl)phenyl]tetrahydropyran-4-carboxamid